phenyl N-[3-(1-methylpyrazol-3-yl)phenyl]carbamate CN1N=C(C=C1)C=1C=C(C=CC1)NC(OC1=CC=CC=C1)=O